tert-butyl (R)-2-(methoxymethyl)-4-(pyridin-2-yl)piperazine-1-carboxylate COC[C@@H]1N(CCN(C1)C1=NC=CC=C1)C(=O)OC(C)(C)C